N-(5-aminopentyl)-4-iodo-N-methylaniline NCCCCCN(C1=CC=C(C=C1)I)C